2-fluoro-N-(phenylcarbamoyl)-4-(trifluoromethyl)benzamide FC1=C(C(=O)NC(NC2=CC=CC=C2)=O)C=CC(=C1)C(F)(F)F